[Na+].O=C(C(=O)[O-])CCCC 2-Ketohexanoic acid sodium salt